2-(6-(cyclopropanesulfonamido)pyridin-2-yl)-2-methyl-N-(4-(6-(trifluoromethyl)pyrazin-2-yl)phenyl)propanamide C1(CC1)S(=O)(=O)NC1=CC=CC(=N1)C(C(=O)NC1=CC=C(C=C1)C1=NC(=CN=C1)C(F)(F)F)(C)C